C1=C(C=CC=2SC3=CC=CC=C3SC12)C(=O)O thianthrene-2-carboxylic acid